1-butyl-2,3-dimethyl-imidazole acetate C(C)(=O)O.C(CCC)N1C(N(C=C1)C)C